FC1(CN(CC1)C1=NC=CC(=C1NC(=O)C=1C=NC(=CC1)OC(C)C)C1=NC=CC=C1F)F N-[2-(3,3-difluoropyrrolidin-1-yl)-4-(3-fluoro-2-pyridyl)-3-pyridyl]-6-isopropoxy-pyridine-3-carboxamide